[Cl-].C(CCCCCCCCCCCCCCC)[N+](C)(C)CCCCCCCCCCCCCCCC dihexadecyl-dimethyl-ammonium chloride